OC1(CCN(CC1)C1COC1)C=1C(NC=C2C1N=C(N=C2)C)=O 8-(4-hydroxy-1-(oxetan-3-yl)piperidin-4-yl)-2-methylpyrido[4,3-d]pyrimidin-7(6H)-one